CN1N=NC(=C1C=1C=C2C(=NC1)C1=C(N2C(C2CCOCC2)C2=NC=CC=C2F)C(=NN1C)C(=O)O)C 6-(1,4-dimethyl-1H-1,2,3-triazol-5-yl)-4-((3-fluoropyridin-2-yl)(tetrahydro-2H-pyran-4-yl)methyl)-1-methyl-1,4-dihydropyrazolo[3',4':4,5]pyrrolo[3,2-b]pyridine-3-carboxylic acid